tert-butyl 3-(4-bromophenyl)-3-((4-fluorophenyl)sulfonyl)pyrrolidine-1-carboxylate BrC1=CC=C(C=C1)C1(CN(CC1)C(=O)OC(C)(C)C)S(=O)(=O)C1=CC=C(C=C1)F